3-(methylsulfamoyl)-4-(8,8,8-trifluorooctylamino)benzoic acid CNS(=O)(=O)C=1C=C(C(=O)O)C=CC1NCCCCCCCC(F)(F)F